C(C)OC(C(C(=O)OCC)NC(=O)C(CC(=O)O)NC(NC1=CC=C(C=C1)[N+](=O)[O-])=O)=O 3-[(1,3-diethoxy-1,3-dioxopropan-2-yl)carbamoyl]-3-{[(4-nitrophenyl)carbamoyl]amino}propanoic acid